p-chlorobenzyl sulfide ClC1=CC=C(CSCC2=CC=C(C=C2)Cl)C=C1